benzo(c)phenanthrene C1=CC=CC=2C=CC=3C=CC=4C=CC=CC4C3C21